N-(4-fluoro-3-methylphenyl)-4-methylpyrrolidine-3-carboxamide FC1=C(C=C(C=C1)NC(=O)C1CNCC1C)C